isopropyl ((S)-(((2R,3R,5R)-5-(2-amino-6-(methylamino)-9H-purin-9-yl)-4,4-dichloro-3-hydroxytetrahydrofuran-2-yl)methoxy)(phenoxy)phosphoryl)-L-alaninate NC1=NC(=C2N=CN(C2=N1)[C@H]1C([C@@H]([C@H](O1)CO[P@](=O)(OC1=CC=CC=C1)N[C@@H](C)C(=O)OC(C)C)O)(Cl)Cl)NC